C(C)(=O)OC=C=C(C)C 3-methylbut-1,2-dien-1-yl acetate